(8R,9R,10S)-4-(aminomethyl)-9-(4-bromophenyl)-N-(4-methoxyphenyl)-10-(trityloxymethyl)-1,6-diazabicyclo[6.2.0]decane-6-carboxamide NCC1CCN2[C@@H]([C@@H]([C@@H]2CN(C1)C(=O)NC1=CC=C(C=C1)OC)C1=CC=C(C=C1)Br)COC(C1=CC=CC=C1)(C1=CC=CC=C1)C1=CC=CC=C1